tetramethyl-4,4'-biphenol CC1=C(C(=C(C(=C1O)C)C)C1=CC=C(C=C1)O)C